BrC1=C(C=2N(C=C1)C(=CN2)I)C 7-Bromo-3-iodo-8-methyl-imidazo[1,2-a]pyridine